NC(CC(=O)O)CCCN isolysin